C1(CC1)S(=O)(=O)NC1=C(C=C(C=C1)C1=NNC(=C1C(=O)N)NC1=NC=CN=C1)OCC1=CC=C(C=C1)F 3-(4-(cyclopropanesulfonamido)-3-((4-fluorobenzyl)oxy)phenyl)-5-(pyrazin-2-ylamino)-1H-pyrazole-4-carboxamide